CN1N=C(C(=C1)NC=1N=CC2=C(N1)N=C(C2)C#N)O[C@H]2[C@@H](OC2)C 2-[[1-methyl-3-[(trans)-2-methyloxetan-3-yl]oxy-pyrazol-4-yl]amino]pyrrolo[2,3-d]pyrimidine-6-carbonitrile